tert-butyl N-[4-(4-fluorophenyl)-2-[[4-[(4-hydroxy-3-pyridyl)sulfonimidoyl]benzoyl]amino]phenyl]carbamate FC1=CC=C(C=C1)C1=CC(=C(C=C1)NC(OC(C)(C)C)=O)NC(C1=CC=C(C=C1)S(=O)(=N)C=1C=NC=CC1O)=O